(3Z)-11-chloro-3-undecene ClCCCCCCC\C=C/CC